C(C)(C)(C)NC(CC[C@H]1C2C3CCC=4C=CC=CC4C3CC[C@@]2(C(C1)=O)C)=O N-(tert-butyl)-3-((13S,15R)-13-methyl-17-oxo-7,8,9,11,12,13,14,15,16,17-decahydro-6H-cyclopenta[a]phenanthren-15-yl)propanamide